2-(1-(4-methoxypyridin-2-yl)-1H-pyrazol-4-yl)propanamide COC1=CC(=NC=C1)N1N=CC(=C1)C(C(=O)N)C